(7-chloro-2-(2'-chloro-2-methyl-3'-(1,4-dioxa-8-azaspiro[4.5]decan-8-yl)biphenyl-3-yl)benzo[d]oxazol-5-yl)methanol ClC1=CC(=CC=2N=C(OC21)C=2C(=C(C=CC2)C2=C(C(=CC=C2)N2CCC1(OCCO1)CC2)Cl)C)CO